FC=1C(=NOC1)C(=O)N 4-fluoroisoxazole-3-carboxamide